2-hydroxymethyl-propanediol OCC(C(O)O)C